2-(hexahydrocyclopenta[c]pyrrol-2(1H)-yl)pyridin-3-amine C1N(CC2C1CCC2)C2=NC=CC=C2N